C1(=CC=CC=C1)P(CCCP(C1=CC=CC=C1)(C1=CC=CC=C1)C1=CC=CC=C1)(C1=CC=CC=C1)C1=CC=CC=C1 1,3-bis(triphenylphosphino)propane